2-Azabicyclo[2.2.2]octan-4-yl-(5-chlorooxazolo[4,5-b]pyridin-2-yl)amine C12NCC(CC1)(CC2)NC=2OC=1C(=NC(=CC1)Cl)N2